C(C)OC(=O)C1=C(C2=C(N=CN=C2OCC)O1)C 4-ethoxy-5-methylfuro[2,3-d]pyrimidine-6-carboxylic acid ethyl ester